FC1(CC(C1)[C@@H](CC(=O)N[C@@H](COC(F)F)C1=CC(=CC=C1)OC(F)F)O)F (R)-3-(3,3-difluorocyclobutyl)-N-((R)-2-(difluoromethoxy)-1-(3-(difluoromethoxy)phenyl)ethyl)-3-hydroxypropionamide